C(C)(C)(C)OC(=O)N1[C@@H](CC(C1)CC#N)C(=O)O (2S)-1-[(tert-butoxy)carbonyl]-4-(cyanomethyl)pyrrolidine-2-carboxylic acid